1-[2-chloro-4-(6,7-dimethoxyquinolin-4-yl)oxyphenyl]-3-(5-methyl-1,2-oxazol-3-yl)urea ClC1=C(C=CC(=C1)OC1=CC=NC2=CC(=C(C=C12)OC)OC)NC(=O)NC1=NOC(=C1)C